C(C)(=O)N[C@H]([C@H](CC(C(=O)O)=O)O)[C@@H](O)[C@H](O)[C@H](O)CO 5-Acetamido-3,5-dideoxy-D-glycero-D-galactononulosonic acid